N-(4-((4-chlorobenzyl)oxy)phenyl)-2-(4-chlorophenoxy)-2-methylpropanamide ClC1=CC=C(COC2=CC=C(C=C2)NC(C(C)(C)OC2=CC=C(C=C2)Cl)=O)C=C1